4-[3-(2-chloro-5-fluoro-pyrimidin-4-yl)phenyl]morpholin-3-one ClC1=NC=C(C(=N1)C=1C=C(C=CC1)N1C(COCC1)=O)F